1-(8-((4,6-difluoroindolin-1-yl)methyl)-2-morpholino-4-oxo-4H-chromene-6-carbonyl)-3-methylazetidine-3-carbonitrile FC1=C2CCN(C2=CC(=C1)F)CC=1C=C(C=C2C(C=C(OC12)N1CCOCC1)=O)C(=O)N1CC(C1)(C#N)C